(2-chloro-3-hydroxy-5-(trifluoromethyl)phenyl)boronic acid ClC1=C(C=C(C=C1O)C(F)(F)F)B(O)O